BrC1=C(C(=CC(=C1)C(C(C(F)(F)F)(F)F)(C(F)(F)F)F)Cl)NC(=O)C=1C=CC(=C(C1)NC(C1=C(C=C(C=C1)C#N)C)=O)C#N N-[5-[[2-bromo-6-chloro-4-[1,2,2,3,3,3-hexafluoro-1-(trifluoromethyl)propyl]phenyl]carbamoyl]-2-cyano-phenyl]-4-cyano-2-methyl-benzamide